N-(2-((7-(2,6-dichloro-3,5-dimethoxyphenyl)-5-((1-methylpiperidin-4-yl)amino)-2,6-naphthyridin-3-yl)amino)-3-methylphenyl)acrylamide ClC1=C(C(=C(C=C1OC)OC)Cl)C1=NC(=C2C=C(N=CC2=C1)NC1=C(C=CC=C1C)NC(C=C)=O)NC1CCN(CC1)C